3-(4-(tert-butoxy)phenyl)propanoate C(C)(C)(C)OC1=CC=C(C=C1)CCC(=O)[O-]